diazenium hydroxide [OH-].[NH2+]=N